FC1=C(C=CC(=C1)F)N1N=CC=2C1=NC(=NC2O)N2C1CN(CC2C1)CCO 1-(2,4-difluorophenyl)-6-[3-(2-hydroxyethyl)-3,6-diazabicyclo[3.1.1]heptan-6-yl]pyrazolo[3,4-d]pyrimidin-4-ol